12-(3-(1H-imidazol-1-yl)propyl)-2,3-dimethoxy-12,13-dihydro-[1,3]dioxolo[4',5':4,5]benzo[1,2-c]phenanthridine N1(C=NC=C1)CCCN1C=2C3=C(C=CC2C2=CC(=C(C=C2C1)OC)OC)C=C1C(=C3)OCO1